COC1=C(C=CC=C1)NC(=O)NCC1=NC(=NO1)C1=CC=C(C=C1)C(F)(F)F 1-(2-methoxyphenyl)-3-((3-(4-(trifluoromethyl)-phenyl)-1,2,4-oxadiazol-5-yl)methyl)urea